4-(1-cycloheptyl-1H-benzo[d]imidazol-2-ylamino)-N-hydroxybenzoamide C1(CCCCCC1)N1C(=NC2=C1C=CC=C2)NC2=CC=C(C(=O)NO)C=C2